CN(C(C(CC(=O)OC(C)(C)C)NC)=O)C Tert-butyl 4-(dimethylamino)-3-(methylamino)-4-oxobutanoate